C(CC)(=O)N(N)C(CC)=O 2,2-dipropanoylhydrazine